COC=1C=C(C=CC1)C1SCCCS1 (3-methoxyphenyl)-1,3-dithiane